CC([C@@H](C(=O)N1[C@@H](C[C@@H](C1)O)C(=O)NCC1=CC=C(C=C1)C1=C(C=NN1)SC)NC(CCC#C)=O)(C)C (2S,4S)-1-((S)-3,3-dimethyl-2-pent-4-ynamidobutanoyl)-4-hydroxy-N-(4-(4-methylthiodiazol-5-yl)benzyl)pyrrolidine-2-carboxamide